4-isobutyryl-3-(trifluoromethyl)piperazin C(C(C)C)(=O)N1C(CNCC1)C(F)(F)F